4-[5-(2-aminoethyl)pyrimidin-2-yl]-3-(2-methyl-5-morpholin-4-ylpyridin-3-yl)oxybenzonitrile NCCC=1C=NC(=NC1)C1=C(C=C(C#N)C=C1)OC=1C(=NC=C(C1)N1CCOCC1)C